C(CCCCCCCCCCCCCCCCCCCCC)(=O)OCCCCCCCCCCCCCCCCCCCCCCCCCCC heptacosan-1-yl behenate